tert-butyl N-tert-butoxycarbonyl-N-(3-prop-1-enylphenyl)carbamate C(C)(C)(C)OC(=O)N(C(OC(C)(C)C)=O)C1=CC(=CC=C1)C=CC